N-tertiary butyl-N'-(2,6-diisopropyl-4-phenoxyphenyl)formamidine C(C)(C)(C)NC=NC1=C(C=C(C=C1C(C)C)OC1=CC=CC=C1)C(C)C